5-chloro-2-(1-(tetrahydro-2H-pyran-2-yl)-1H-imidazol-5-yl)pyridine ClC=1C=CC(=NC1)C1=CN=CN1C1OCCCC1